O1COC2=C1C=CC=C2CNCC2=CC(=NC=C2)N2CCSCC2 N-(1,3-Benzodioxol-4-ylmethyl)-1-(2-thiomorpholino-4-pyridinyl)methylamine